acryl-tripropoxysilane C(=O)(C=C)[Si](OCCC)(OCCC)OCCC